(4-aminocyclohexyl)methyl 6-[5-(6-methyl-2-pyridyl)-1H-pyrazol-4-yl]quinoline-4-carboxylate CC1=CC=CC(=N1)C1=C(C=NN1)C=1C=C2C(=CC=NC2=CC1)C(=O)OCC1CCC(CC1)N